C[C@@H]1COCCCCN2N=CC(C3=NNC=4C=CC(O1)=CC34)=N2 (12R)-12-methyl-10,13-dioxa-4,5,18,19,22-pentaazatetracyclo[12.5.2.12,5.017,20]docosa-1(19),2(22),3,14(21),15,17(20)-hexaene